CN1CC(N(CC1)C(=O)C1=C(C=C(C=C1)[N+](=O)[O-])N1CC(CC1)C(F)(F)F)C1=CC=CC=C1 (4-methyl-2-phenylpiperazin-1-yl)-[4-nitro-2-[3-(trifluoromethyl)pyrrolidin-1-yl]phenyl]methanone